C(C)OC(COC1=NOC(=C1)C(C(=O)N1[C@@H](C[C@H](C1)O)C(=O)NCC1=CC=C(C=C1)C1=C(N=CS1)C)C(C)C)OCC (2S,4R)-1-[2-[3-(2,2-diethoxyethoxy)isoxazol-5-yl]-3-methyl-butanoyl]-4-hydroxy-N-[[4-(4-methylthiazol-5-yl)phenyl]methyl]pyrrolidine-2-carboxamide